(E)-1-benzyl-6-(4-phenylbut-3-en-1-yl)pyridin C(C1=CC=CC=C1)N1CC=CC=C1CC\C=C\C1=CC=CC=C1